CC1=CC=CC(=N1)S(=O)(=O)C1=CC=C(C(=O)O)C=C1 4-[(6-methyl-2-pyridinyl)sulfonyl]benzoic acid